N[C@@H](CC=O)C1=CC=CC=C1 (S)-3-amino-3-phenylpropionaldehyde